BrC(C(C)C)C1=CC=CC=C1 (1-bromo-2-methylpropyl)benzene